benzyl (7-(3-butyl-5-(1,3-dithian-2-ylidene)-2,4,6-trioxotetrahydropyrimidin-1(2H)-yl)spiro[3.5]nonan-2-yl)(methyl)carbamate C(CCC)N1C(N(C(C(C1=O)=C1SCCCS1)=O)C1CCC2(CC(C2)N(C(OCC2=CC=CC=C2)=O)C)CC1)=O